C(#N)N1C[C@@H](CC1)C(=O)NC=1SC(=CN1)N1CCCCC1 (R)-1-cyano-N-(5-(piperidin-1-yl)thiazol-2-yl)pyrrolidine-3-carboxamide